Methyl 3-(3-(4-(hydroxymethyl)-3-methylphenoxy)azetidin-1-yl)-2-(1H-pyrrol-1-yl)benzoate OCC1=C(C=C(OC2CN(C2)C=2C(=C(C(=O)OC)C=CC2)N2C=CC=C2)C=C1)C